3-[(3S)-4,4-difluorotetrahydrofuran-3-yl]-1-methyl-1-[(1R)-2-phenoxy-1-(4-pyridyl)ethyl]urea FC1([C@H](COC1)NC(N([C@@H](COC1=CC=CC=C1)C1=CC=NC=C1)C)=O)F